N\C(=C/C#N)\C1=C(C=C(C=C1)C1(CCN(CC1)C(=O)OC(C)(C)C)F)OC tert-butyl 4-[4-[(Z)-1-amino-2-cyano-vinyl]-3-methoxy-phenyl]-4-fluoro-piperidine-1-carboxylate